BrC1=C(C(=CC=C1)I)SC 1-bromo-3-iodo-2-(methylthio)benzene